(R)-1-(4-fluorophenyl)-N-(5-((3-((1-hydroxypropan-2-yl)amino)-1H-pyrazolo[3,4-b]pyridin-4-yl)oxy)pyridin-2-yl)-5-methyl-2-oxo-1,2-dihydropyridine-3-carboxamide FC1=CC=C(C=C1)N1C(C(=CC(=C1)C)C(=O)NC1=NC=C(C=C1)OC1=C2C(=NC=C1)NN=C2N[C@@H](CO)C)=O